COC(=O)C1=CC=C(N1)C=1C=C(C2=CC=CC=C2C1)C1(CC1)NC(=O)C=1C=C(C=CC1C)N1CCN(CC1)C(=O)OC(C)(C)C tert-butyl 4-(3-((1-(3-(5-(methoxycarbonyl)-1H-pyrrol-2-yl)naphthalen-1-yl)cyclopropyl)carbamoyl)-4-methylphenyl)piperazine-1-carboxylate